1-(5-bromo-2-pyridyl)ethanone hydrazone BrC=1C=CC(=NC1)C(C)=NN